1-methyl-5-((4-methylpyrimidin-5-yl)oxy)-1H-indazol CN1N=CC2=CC(=CC=C12)OC=1C(=NC=NC1)C